(3,4-dichloro-2-methoxy-9-methyl-5,6,7,9-tetrahydro-8H-pyrrolo[3,2-b:4,5-c']dipyridin-8-yl)(5-methoxypyrimidin-2-yl)methanone ClC=1C(=C2C(=NC1OC)C=1C(N(CCC1N2)C(=O)C2=NC=C(C=N2)OC)C)Cl